7-(2-((2-ethyl-4-((4aS,7aR)-hexahydrofuro[3,4-b]pyrazin-1(2H)-yl)phenyl)amino)-5-(trifluoromethyl)pyrimidin-4-yl)-4-methyl-3,4-dihydrothieno[2,3-f][1,4]thiazepin-5(2H)-one 1,1-dioxide C(C)C1=C(C=CC(=C1)N1[C@@H]2[C@H](NCC1)COC2)NC2=NC=C(C(=N2)C2=CC1=C(C(N(CCS1(=O)=O)C)=O)S2)C(F)(F)F